N[C@@H]1CC[C@H](CC1)NC=1C=2N(N=CC1C(=NC1=C(C=CC(=C1)F)CC)N)C=C(C2)C2=C(C=CC(=C2)CO)C 4-[trans-(4-aminocyclohexyl)amino]-N'-(2-ethyl-5-fluoro-phenyl)-6-[5-(hydroxymethyl)-2-methyl-phenyl]pyrrolo[1,2-b]pyridazine-3-carboxamidine